FC=1C=C2NC(C=3N(C2=C(C1C1=C2C=CN(C2=CC(=C1)F)CCOC)OC)C(=NN3)C)(C)C 7-Fluoro-8-[6-fluoro-1-(2-methoxy-ethyl)-1H-indol-4-yl]-9-methoxy-1,4,4-trimethyl-5H-[1,2,4]triazolo[4,3-a]quinoxaline